3,5-dibromo-1-cyclopropyl-1,2,4-triazole BrC1=NN(C(=N1)Br)C1CC1